FC(C=1C=C(C=CC1)N1CC(CC2=CC=CC=C12)CNC(C=C)=O)(F)F N-((1-(3-(trifluoromethyl)-phenyl)-1,2,3,4-tetrahydro-quinolin-3-yl)methyl)-acrylamide